C1(=CC=CC=C1)NCCC[Si](OCC)(OCC)OCC N-phenyl-3-Aminopropyltriethoxysilane